N,N-bis-(4-methoxybenzyl)-5-(2-methoxypropan-2-yl)-1-methyl-1H-pyrazole-3-sulfonamide COC1=CC=C(CN(S(=O)(=O)C2=NN(C(=C2)C(C)(C)OC)C)CC2=CC=C(C=C2)OC)C=C1